BrC=1N=C(N(N1)C1=NC=C(C=C1)OCC(F)(F)F)C(C)NC(=O)C1=CC(=NC(=C1)C(F)(F)F)C1(CC1)C#N N-[1-[5-bromo-2-[5-(2,2,2-trifluoroethoxy)-2-pyridyl]-1,2,4-triazol-3-yl]ethyl]-2-(1-cyanocyclopropyl)-6-(trifluoromethyl)pyridine-4-carboxamide